ClC=1N=C2C(=NC1)N=C(O2)C(C)C 6-chloro-2-isopropyl-oxazolo[4,5-b]pyrazine